FC1=C(C(=CC=C1)OC)C1=C(C#N)C=CC(=N1)NC1=NC=C(C(=C1)N1C[C@H](CCC1)O)C=1C=NN(C1)CC(F)(F)F 2-(2-fluoro-6-methoxyphenyl)-6-((4-((S)-3-hydroxypiperidin-1-yl)-5-(1-(2,2,2-trifluoroethyl)-1H-pyrazol-4-yl)pyridin-2-yl)amino)nicotinonitrile